CC1=NC(=CC=C1NC(=O)C1CCCCC1)C1=C(C(=NO1)C)NC(=O)O[C@@H](C)C=1C=NC=CC1 (1S,2S)-2-((2-Methyl-6-(3-methyl-4-((((R)-1-(pyridin-3-yl)ethoxy)carbonyl)amino)isoxazol-5-yl)pyridin-3-yl)carbamoyl)cyclohexan